N-(3-chloro-4-(trifluoromethoxy)phenyl)-N'-(2-methyl-8-(propan-2-yl)imidazo[1,2-b]pyridazin-7-yl)urea ClC=1C=C(C=CC1OC(F)(F)F)NC(=O)NC1=C(C=2N(N=C1)C=C(N2)C)C(C)C